NCCOCCNC(=O)C1=C(C=C(C=C1)NC(=O)C=1N(C(=CN1)C1=C(C(=C(C=C1)OC(F)F)F)F)C)CC N-[4-[2-(2-aminoethoxy)ethylcarbamoyl]-3-ethyl-phenyl]-5-[4-(difluoromethoxy)-2,3-difluoro-phenyl]-1-methyl-imidazole-2-carboxamide